1-(2-hydroxyethyl)-4-(2-(2-hydroxyethyl)aminoethyl)piperazine OCCN1CCN(CC1)CCNCCO